C(C1=CC=C(C(=O)OC2=C(C=C(C=C2C(C)(C)C)C)CC2=C(C(=CC(=C2)C)C(C)(C)C)O)C=C1)(=O)OC1=C(C=C(C=C1C(C)(C)C)C)CC1=C(C(=CC(=C1)C)C(C)(C)C)O bis[2-(2-hydroxy-5-methyl-3-tert-butylbenzyl)-4-methyl-6-tert-butylphenyl] terephthalate